C[C@H]1N(C(CC1)=O)C1=CC=C(C=C1)C=1C=CC(=NC1)NC1=CC2=C(OC[C@H]3N2C(CC3)=O)N=C1 (S)-2-((5-(4-((R)-2-methyl-5-oxopyrrolidin-1-yl)phenyl)-pyridin-2-yl)amino)-6,6a,7,8-tetrahydro-9H-pyrido[2,3-b]-pyrrolo[1,2-d][1,4]-oxazin-9-one